[2-[bis[(2,4-dimethoxyphenyl)methyl]amino]-4-methoxy-pyrimidin-5-yl]methanol COC1=C(C=CC(=C1)OC)CN(C1=NC=C(C(=N1)OC)CO)CC1=C(C=C(C=C1)OC)OC